6-bromo-1-methyl-N-[4-(trifluoromethoxy)phenyl]indazole-3-carboxamide BrC1=CC=C2C(=NN(C2=C1)C)C(=O)NC1=CC=C(C=C1)OC(F)(F)F